(2-fluoro-6-(trifluoromethyl)benzyl)urea FC1=C(CNC(=O)N)C(=CC=C1)C(F)(F)F